tert-butyl (2R,4S)-4-[2-(4-chloro-3-fluorophenoxy)acetamido]-2-{[(4-chlorophenyl)formohydrazido]carbonyl}pyrrolidine-d-carboxylate ClC1=C(C=C(OCC(=O)N[C@H]2C[C@@](N(C2)C(=O)OC(C)(C)C)(C(=O)NNC(=O)C2=CC=C(C=C2)Cl)[2H])C=C1)F